C1(=CC=CC2=CC=CC=C12)OC(=O)C=1N(C2=CC=CC=C2C1)C=1C(=C2CN(CC2=C(C1C1=CC=CC=C1)C)S(=O)(=O)C1=CC=C(C)C=C1)C naphthalen-1-yl-1-(4,7-dimethyl-6-phenyl-2-tosylisoindolin-5-yl)-1H-indole-2-carboxylate